C(CCC)N1N=C(C(=C1C)O)C(C)CC 1-n-Butyl-3-sec-butyl-4-hydroxy-5-methyl-pyrazole